OC=1CCCC1C 2-Hydroxy-3-methylcyclopent-2-en